Cl.N1=CC(=CC=C1)C#CC1=CC=C(N=N1)/C=N/O (E)-6-(pyridin-3-ylethynyl)pyridazine-3-carbaldehyde oxime hydrochloride